COC(=O)C=1C=2N(C=C(C1)CNCC(C)C)C=CN2 6-((isobutylamino)methyl)imidazo[1,2-a]pyridine-8-carboxylic acid methyl ester